(1-oxo-5-(((trans)-2-(3-(pyrimidin-5-yl)azetidin-1-yl)cyclopentyl)oxy)isoindolin-2-yl)piperidine-2,6-dione O=C1N(CC2=CC(=CC=C12)O[C@H]1[C@@H](CCC1)N1CC(C1)C=1C=NC=NC1)N1C(CCCC1=O)=O